CNC=1N=CC(=C2C=C(N=CC12)NC(=O)C1CC1)C#CC1=CC2=C(N(N=N2)COCC[Si](C)(C)C)C=C1 N-(8-(methylamino)-5-((1-((2-(trimethylsilyl)ethoxy)methyl)-1H-benzo[d][1,2,3]triazol-5-yl)ethynyl)-2,7-naphthyridin-3-yl)cyclopropanecarboxamide